C1(CCC1)C(=O)N1CC2=CN=C(C=C2CC1)O cyclobutyl(6-hydroxy-3,4-dihydro-2,7-naphthyridin-2(1H)-yl)methanone